NN1C(N(N=CC1=O)C1=CC(=C(C(=C1)Cl)OC=1C(=C2C3(C(NC2=CC1)=O)CCC3)C)Cl)=O amino-2-(3,5-dichloro-4-((4'-methyl-2'-oxospiro[cyclobutane-1,3'-indolin]-5'-yl)oxy)phenyl)-1,2,4-triazine-3,5(2H,4H)-dione